tribromine neopentyl alcohol C(C(C)(C)C)O.[Br].[Br].[Br]